FC1=CC(=CC=2OC3=C(C21)C=C(C=C3)C3=CC=CC=C3)F 1,3-difluoro-8-phenyldibenzofuran